C(C1=CC=CC=C1)NC(=O)C12NCC3C(C1N(CC2C3)CC(C)C)CCC(=O)OC N-benzyl-1-isobutyl-7-(3-methoxy-3-oxopropyl)octahydro-3aH-3,6-methanopyrrolo[3,2-b]Pyridine-3a-carboxamide